[2-(4-hydroxyphenyl)pyrimidin-4-yl]methoxy(phenyl)propanoic acid OC1=CC=C(C=C1)C1=NC=CC(=N1)CC(C(=O)O)(C1=CC=CC=C1)OC